CC1(OC2=C(C1)C=C(C(=C2)C2=NN(C=C2)C)NC(=O)C=2C=NN1C2N=CC=C1)C N-[2,2-dimethyl-6-(1-methylpyrazol-3-yl)-3H-benzofuran-5-yl]pyrazolo[1,5-a]pyrimidine-3-carboxamide